ClC1=CC=C(C=C1)[C@@H](C(=O)N1CCC2=CC(=C(C=C12)OC(F)(F)F)F)NC=1C=C(OCC2CC(C2)C(=O)O)C=C(C1)OC (1s,3s)-3-((3-((1-(4-chlorophenyl)-2-(5-fluoro-6-(trifluoromethoxy)indolin-1-yl)-2-oxoethyl)amino)-5-methoxyphenoxy)methyl)-cyclobutanecarboxylic acid